8-[(1-D-histidylazetidin-3-yl)oxy]-4,4-dihydroxy-5-oxa-4-boranuidabicyclo[4.4.0]deca-1(6),7,9-triene N[C@H](CC1=CNC=N1)C(=O)N1CC(C1)OC1=CC=2O[B-](CCC2C=C1)(O)O